C1(=CC=CC=C1)N(C(=O)C1CC1)CCN1CCN(CC1)CC=1SC=CC1 N-phenyl-N-(2-(4-(thiophen-2-ylmethyl)piperazin-1-yl)ethyl)cyclopropanecarboxamide